C1(CC1)CNC1=NC2=CC(=CC=C2C=C1)OCC1CCC(C1O)O 5-(((2-((cyclopropylmethyl)amino)quinolin-7-yl)oxy)methyl)cyclopentane-1,2-diol